tert-butyl (R)-(1-(1-((2-bromothiazol-5-yl)methyl)-2-oxo-1,2-dihydropyridin-4-yl) piperidin-3-yl)(cyclobutylmethyl)carbamate BrC=1SC(=CN1)CN1C(C=C(C=C1)N1C[C@@H](CCC1)N(C(OC(C)(C)C)=O)CC1CCC1)=O